C(C)(C)(C)OC(=O)N[C@H](C#CC1=C(C(=O)OC)C=C(C=C1)F)C methyl (S)-2-(3-((tert-butoxycarbonyl) amino) but-1-yn-1-yl)-5-fluorobenzoate